C(C)(C)(C)OC(=O)N[C@H](C(=O)N[C@H](CC(C)C)C(=O)OCC)CCC1=NC2=C(N1C)C=CC(=C2)[N+](=O)[O-] Ethyl ((S)-2-((tert-butoxycarbonyl)amino)-4-(1-methyl-5-nitro-1H-benzo[d]imidazol-2-yl)butanoyl)-D-leucinate